2-(((2-(dimethylamino)ethyl)amino)methylene)-5-(3-fluorophenyl)cyclohexane-1,3-dione CN(CCNC=C1C(CC(CC1=O)C1=CC(=CC=C1)F)=O)C